N-(1-(2,4-bis(trifluoromethyl)benzyl)-3-methyl-1H-pyrazol-4-yl)-3-(furan-2-yl)acryl-amide FC(C1=C(CN2N=C(C(=C2)NC(C=CC=2OC=CC2)=O)C)C=CC(=C1)C(F)(F)F)(F)F